4-bromo-5-methylisoxazol-3-ol BrC=1C(=NOC1C)O